(3RS,5RS)-5-{2-[(2-fluoro-4-sulfamoylphenyl)amino]pyrimidin-5-yl}oxolan-3-yl N-[(2S)-4,4,4-trifluorobutan-2-yl]carbamate FC(C[C@H](C)NC(O[C@H]1CO[C@H](C1)C=1C=NC(=NC1)NC1=C(C=C(C=C1)S(N)(=O)=O)F)=O)(F)F |&1:8,11|